3-((2-amino-[1,2,4]triazolo[1,5-a]pyridin-6-yl)oxy)azetidine-1-carboxylic acid tert-butyl ester C(C)(C)(C)OC(=O)N1CC(C1)OC=1C=CC=2N(C1)N=C(N2)N